tert-butyl (1-(3-chloro-4-(2,6-dioxopiperidin-3-yl)-2-methoxyphenyl)azetidin-3-yl)carbamate ClC=1C(=C(C=CC1C1C(NC(CC1)=O)=O)N1CC(C1)NC(OC(C)(C)C)=O)OC